methyl 2-chloro-5-((4-fluoro-2-methylphenyl)amino)isonicotinate ClC=1C=C(C(=O)OC)C(=CN1)NC1=C(C=C(C=C1)F)C